C(=C)C1=CC=C(CN(CCC)CCC)C=C1 4-vinyl-N,N-dipropylbenzylamine